(L)-leucinamide N[C@@H](CC(C)C)C(=O)N